(R)-N-(4-(1H-pyrazol-4-yl)phenyl)-3-amino-2-phenylpropionamide N1N=CC(=C1)C1=CC=C(C=C1)NC([C@@H](CN)C1=CC=CC=C1)=O